(5E)-12,12-dimethoxy-5-dodecene-7-yne COC(CCCC#C/C=C/CCCC)OC